tert-butyl (5S)-2-(4-chloro-2-(6-((2,6-dioxo-3,6-dihydropyrimidin-1(2H)-yl)methyl)pyrrolo[2,1-f][1,2,4]triazin-4-yl)-6-methylbenzyl)-5-methylmorpholine-4-carboxylate ClC1=CC(=C(CC2CN([C@H](CO2)C)C(=O)OC(C)(C)C)C(=C1)C)C1=NC=NN2C1=CC(=C2)CN2C(NC=CC2=O)=O